tert-butyl (3-(4-(6-((6-acetyl-8-cyclopentyl-5-methyl-7-oxo-7,8-dihydropyrido[2,3-d]pyrimidin-2-yl)amino)pyridin-3-yl)piperazin-1-yl)propyl)carbamate C(C)(=O)C1=C(C2=C(N=C(N=C2)NC2=CC=C(C=N2)N2CCN(CC2)CCCNC(OC(C)(C)C)=O)N(C1=O)C1CCCC1)C